C1=C(C=CC=2OC3=C(C21)C=CC=C3)[C@@H](C)NC3=CN(C(N(C3=O)CC(=O)OCCCC)=O)C butyl (R)-2-(5-((1-(dibenzo[b,d]furan-2-yl)ethyl)amino)-3-methyl-2,6-dioxo-3,6-dihydropyrimidin-1(2H)-yl)acetate